4,4'-bis(2-hydroxydodecoxy)biphenyl OC(COC1=CC=C(C=C1)C1=CC=C(C=C1)OCC(CCCCCCCCCC)O)CCCCCCCCCC